C(C(C)C)NCCNCC(C)C N,N'-diisobutyl-ethylenediamine